ClC=1C=CC2=C(N(C(=N2)N2CCOCC2)C=2C(=C(C=CC2)[C@]2(NC(N(S(C2)(=O)=O)C)=N)C)F)C1 (5R)-5-{3-[6-chloro-2-(morpholin-4-yl)benzimidazol-1-yl]-2-fluorophenyl}-2,5-dimethyl-1,1-dioxo-1,2,4-thiadiazine-3-imine